2,4,6-tri(9-carbazolyl)-isophthalonitrile C1=CC=CC=2C3=CC=CC=C3N(C12)C1=C(C#N)C(=CC(=C1C#N)N1C2=CC=CC=C2C=2C=CC=CC12)N1C2=CC=CC=C2C=2C=CC=CC12